C(C)(C)(C)OC(N(C)CCCN1C(=C(C=2C(=C3C(=NC21)CCCCCC3)N)C)C)=O t-Butyl(3-(4-amino-2,3-dimethyl-5,6,7,8,9,10-hexahydro-1H-cycloocta[b]pyrrolo[3,2-e]pyridin-1-yl)propyl)(methyl)carbamate